N-[(2-Amino-3-pyridyl)sulfonyl]-6-(3-isobutylpyrazol-1-yl)-2-[(4S)-2,2,4-trimethylpyrrolidin-1-yl]pyridin-3-carboxamid NC1=NC=CC=C1S(=O)(=O)NC(=O)C=1C(=NC(=CC1)N1N=C(C=C1)CC(C)C)N1C(C[C@@H](C1)C)(C)C